O1COC2=C1C=CC(=C2)CCNC([C@@H](C)O)=O (R)-N-(2-(benzo[d][1,3]dioxolan-5-yl)ethyl)-2-hydroxypropionamide